ClC=1C=CC(=C(C1)C1=CC(N(C=C1OC)C(C(=O)NC=1C=CC(=NC1)C(=O)N)CC)=O)C=1SC(=NN1)C(F)F 5-({2-[4-{5-chloro-2-[5-(difluoromethyl)-1,3,4-thiadiazol-2-yl]phenyl}-5-methoxy-2-oxopyridin-1(2H)-yl]butanoyl}amino)pyridine-2-carboxamide